C/C(/C(=O)OC)=C\C=1SC(=CC1)C Methyl (E)-2-methyl-3-(5-methylthiophen-2-yl)acrylate